C(C(C)C)C=1C(=C(C2=CC=CC=C2C1)S(=O)(=O)[O-])CC(C)C.[Na+] sodium diisobutylnaphthalene-sulfonate